phenethyltriphenylphosphonium Iodide [I-].C(CC1=CC=CC=C1)[P+](C1=CC=CC=C1)(C1=CC=CC=C1)C1=CC=CC=C1